C(CC)NNC(=O)C1=CC=C(CNC(CCCCCCCNC(\C=C\C=2C=NC=CC2)=O)=O)C=C1 (E)-N-(4-(2-propylhydrazine-1-carbonyl)benzyl)-8-(3-(pyridin-3-yl)acrylamido)octanamide